(R)-1-(3-(2-(4-(7-((4-((1-(3-Bromophenyl)ethyl)amino)-6-methoxy-2-methyl-quinazolin-7-yl)oxy)heptyl)piperazin-1-yl)-2-oxoethoxy)phenyl)dihydropyrimidine-2,4(1H,3H)-dione BrC=1C=C(C=CC1)[C@@H](C)NC1=NC(=NC2=CC(=C(C=C12)OC)OCCCCCCCN1CCN(CC1)C(COC=1C=C(C=CC1)N1C(NC(CC1)=O)=O)=O)C